CN1C(=CC=C1)CNCC1=NC=CC=C1 1-(1-methyl-1H-pyrrol-2-yl)-N-(pyridin-2-ylmethyl)methylamine